C(NC(C=C)=O)NC(C=C)=O N,N'-Methylenbisacrylamid